O=S1(N(CC(N1)=O)C1=C(C=C(CNC2=CC=CC(=N2)C#N)C=C1O)F)=O 6-((4-(1,1-dioxo-4-oxo-1,2,5-thiadiazolidin-2-yl)-3-fluoro-5-hydroxybenzyl)amino)cyanopyridine